N-[2-methoxy-6-[4-(3-oxa-7-azabicyclo[3.3.1]nonan-7-ylmethyl)phenyl]-3-pyridyl]-5-methyl-3-phenyl-isoxazole-4-carboxamide COC1=NC(=CC=C1NC(=O)C=1C(=NOC1C)C1=CC=CC=C1)C1=CC=C(C=C1)CN1CC2COCC(C1)C2